ClC=1N=CC=2N3C(N(C2N1)C1CCOCC1)=NC(C=C3)=O 2-chloro-10-(tetrahydro-2H-pyran-4-yl)pyrimido[2,1-F]Purine-8(10H)-one